[Si]([O-])([O-])([O-])[O-].[Co+2].[Co+2] cobalt(II) orthosilicate